CN(C1=CC(=C(C=C1)OC)NC([C@@H](NC(=O)OC(C)(C)C)C(C)C)=O)C1=CC(OC2=CC=CC=C12)=O 4-(N-methyl-N-(3-(N-Boc-L-valylamino)-4-methoxyphenyl)-amino)coumarin